C(C=C)(=O)OC(C)CCl 2-acryloyloxy-3-chloropropane